FC1=C(C=CC(=N1)C(=O)NC)N1CC2CN(CC2C1)CC=1C(=C2NC(C=3N(C2=CC1)N=CC3C)=O)F 6-fluoro-5-(5-((6-fluoro-3-methyl-4-oxo-4,5-dihydropyrazolo[1,5-a]quinoxalin-7-yl)methyl)hexahydropyrrolo[3,4-c]pyrrol-2(1H)-yl)-N-methylpicolinamide